coumarin-7-oxyacetate O1C(=O)C=CC2=CC=C(C=C12)OCC(=O)[O-]